C1(CC2C(CC1)O2)COC(=O)C2CC1C(CC2)O1 4-epoxycyclohexanecarboxylic acid-3,4-epoxycyclohexylmethyl ester